BrC=1C=C(C=CC1)C[C@H](C(=O)OC(C)(C)C)[C@H]1CN(CC1)C(=O)OC(C)(C)C tert-butyl (S)-3-((S)-3-(3-bromophenyl)-1-(tert-butoxy)-1-oxopropane-2-yl)pyrrolidine-1-carboxylate